OC1=NC=2CC(N(CC2C=C1)C(=O)OC(C)(C)C)(C)C tert-Butyl 2-hydroxy-7,7-dimethyl-7,8-dihydro-1,6-naphthyridine-6(5H)-carboxylate